BrC1=CC(=CC(=C1)C=C)C(C)(F)F 1-bromo-3-(1,1-difluoroethyl)-5-vinylbenzene